(1R,2S)-2-{3-[({1-[(2S)-2-butanyl]-5-(3-phenylpropyl)-1H-pyrrole-2-yl}carbonyl)amino]-4-Methoxyphenyl}cyclopropanecarboxylic acid C[C@@H](CC)N1C(=CC=C1CCCC1=CC=CC=C1)C(=O)NC=1C=C(C=CC1OC)[C@@H]1[C@@H](C1)C(=O)O